CN(CCOC=1C=C2CCN(CC2=CC1N(C(C#CC)=O)C)C(=O)OC(C)(C)C)C tert-Butyl 6-(2-(dimethylamino)ethoxy)-7-(N-methylbut-2-ynamido)-3,4-dihydroisoquinoline-2(1H)-carboxylate